BrC1=NC(=CN=C1)F 2-bromo-6-fluoropyrazine